CC(CO)N=C=S 1-methyl-2-hydroxyethyl isothiocyanate